1,2,3,4,6,7,8,9-octahydropyridazino[1,2-a]indazol-10-ium hydroxide [OH-].C1C=2C=[N+]3N(C2CCC1)CCCC3